NC1(CCC2=CC=CC=C12)N diaminoindan